4-[(2S,4S)-4-ethoxy-1-[(5-methylsulfonylamino-7-methyl-1H-indol-4-yl)methyl]piperidin-2-yl]benzoic acid C(C)O[C@@H]1C[C@H](N(CC1)CC1=C2C=CNC2=C(C=C1NS(=O)(=O)C)C)C1=CC=C(C(=O)O)C=C1